FC=1C=C(CC=2C=C3C(=NNC3=CC2)C=2C(=C(C(=O)N)C=CC2N2CCN(CC2)C)NC2CCOCC2)C=C(C1)F [5-(3,5-difluorobenzyl)-1H-indazol-3-yl]-4-(4-methyl-piperazin-1-yl)-2-(tetrahydro-pyran-4-ylamino)-benzamide